(R)-1-((perfluorophenyl)sulfonyl)-azetidine-2-carbonyl chloride FC1=C(C(=C(C(=C1F)F)F)F)S(=O)(=O)N1[C@H](CC1)C(=O)Cl